dimethylsilyl-bis(methylindenyl)zirconium dichloride [Cl-].[Cl-].C[SiH](C)[Zr+2](C1C(=CC2=CC=CC=C12)C)C1C(=CC2=CC=CC=C12)C